(S)-7-methyl-7,8-dihydro-3-oxa-1-thia-5a,8-diazabenzo[cd]azulene-5,9(4H,6H)-dione C[C@H]1CN2C=3C(=CSC3C(N1)=O)OCC2=O